ClC1=CC=C(C=C1)N([C@@H](C)C(=O)OP(=O)([O-])[O-])OCC1=CC=CC=C1 [para-chlorophenyl-(benzoxy-L-alaninyl)]-phosphate